O1C=C(C2=C1C=CC=C2)C(=O)N2CC=1C(CC2)=C(N(N1)C)C1=CC=CC=C1 benzofuran-3-yl-(2-methyl-3-phenyl-2,4,5,7-tetrahydro-6H-pyrazolo[3,4-c]pyridin-6-yl)methanone